(4-(((2-(2,6-dioxopiperidin-3-yl)-1-oxoisoindolin-4-yl)thio)methyl)thiazol-2-yl)methyl adamantane-1-carboxylate C12(CC3CC(CC(C1)C3)C2)C(=O)OCC=2SC=C(N2)CSC2=C3CN(C(C3=CC=C2)=O)C2C(NC(CC2)=O)=O